p-aminoazidobenzoic acid NC1=CC(=C(C(=O)O)C=C1)N=[N+]=[N-]